(R)-2-(6-((1-(3-cyano-2-methylphenyl)ethyl)amino)-5-(1,3-dioxolan-2-yl)-2-Methylpyrimidin-4-yl)-N-morpholinoacetamide C(#N)C=1C(=C(C=CC1)[C@@H](C)NC1=C(C(=NC(=N1)C)CC(=O)NN1CCOCC1)C1OCCO1)C